BrC1=CC=C(C=C1)C12CC3(CC(CC(C1)C3)C2)C2=CC=C(C=C2)Br 1,3-bis(4-bromophenyl)tricyclo[3.3.1.13,7]decane